(2S,3S,4S,5R)-4-(3-chloro-2-fluorophenyl)-6'-cyclopropyl-2-(2,2-dimethylpropyl)-1',2'-dihydrospiro[pyrrolidine-3,3'-pyrrolo[3,2-c]pyridine]-5-carboxylic acid ClC=1C(=C(C=CC1)[C@H]1[C@@H](N[C@H]([C@@]12CNC1=C2C=NC(=C1)C1CC1)CC(C)(C)C)C(=O)O)F